4,4,5,5-tetramethyl-2-(3-((1S)-3-(trifluoromethoxy)cyclopentyl)phenyl)-1,3,2-dioxaborolane CC1(OB(OC1(C)C)C1=CC(=CC=C1)[C@@H]1CC(CC1)OC(F)(F)F)C